1,1-Difluoro-2-nitroethane FC(C[N+](=O)[O-])F